2-[8-(2-fluoroprop-2-enamido)naphthalen-2-yl]-N-(1-methylpiperidin-4-yl)pyrimidine-4-carboxamide FC(C(=O)NC=1C=CC=C2C=CC(=CC12)C1=NC=CC(=N1)C(=O)NC1CCN(CC1)C)=C